1-(2-formyl-5-(trifluoromethyl)phenyl)-N,N-dimethylpiperidine-4-carboxamide C(=O)C1=C(C=C(C=C1)C(F)(F)F)N1CCC(CC1)C(=O)N(C)C